1-Butyl-2-ethylpyridinium C(CCC)[N+]1=C(C=CC=C1)CC